FC1=CC=C(C=C2C(N(C(S2)=NN=C2C(NC3=CC=C(C=C23)Br)=O)C2=CC(=CC=C2)Cl)=O)C=C1 3-(2-(5-(4-fluorobenzylidene)-3-(3-chlorophenyl)-4-oxothiazolidine-2-ylidene)hydrazono)-5-bromoindol-2-one